(E)-N-(4-methoxyphenyl)-4-((2-picolinoylhydrazono)methyl)benzamide COC1=CC=C(C=C1)NC(C1=CC=C(C=C1)/C=N/NC(C1=NC=CC=C1)=O)=O